8-(2-fluoro-4-(trifluoromethyl)phenyl)-9-(4-((1-(3-fluoropropyl)azetidin-3-ylidene)methyl)phenyl)-6,7-dihydro-5H-benzo[7]annulene-3-carboxylic acid FC1=C(C=CC(=C1)C(F)(F)F)C=1CCCC2=C(C1C1=CC=C(C=C1)C=C1CN(C1)CCCF)C=CC(=C2)C(=O)O